7-((2-((6-methoxy-2-methyl-1,2,3,4-tetrahydroisoquinolin-7-yl)amino)-5-(trifluoromethyl)pyrimidin-4-yl)amino)isoindolin-1-one COC=1C=C2CCN(CC2=CC1NC1=NC=C(C(=N1)NC=1C=CC=C2CNC(C12)=O)C(F)(F)F)C